N-(1-(2-(Cyclopropancarboxamido)pyridin-4-yl)-1H-indol-4-yl)-3,5-difluorobenzamid C1(CC1)C(=O)NC1=NC=CC(=C1)N1C=CC2=C(C=CC=C12)NC(C1=CC(=CC(=C1)F)F)=O